NC1=C(C=C(C=C1C(=O)N)C#C[Si](C)(C)C)C1=CC=C(C=C1)S(N)(=O)=O 2-amino-4'-sulfamoyl-5-((trimethylsilyl)ethynyl)-[1,1'-biphenyl]-3-carboxamide